C1(CCCC1)OC1=C(C=CC=C1F)C1=C(C(=CC=C1)F)F cyclopentyloxy-2',3,3'-trifluoro-[1,1'-biphenyl]